ClC1=C(C(=O)NC2=C3C=NN(C3=CC=C2)C2=CC(=C(C=C2)OC)OC)C=C(C=C1)CNC(C(C)(C)C)=O 2-Chloro-N-(1-(3,4-dimethoxyphenyl)-1H-indazol-4-yl)-5-{[(2,2-dimethylpropanoyl)amino]methyl}benzamide